C1C[C@H](NC1)C(=O)N L-(-)-prolinamide